4-chloro-1-(1-(1-(6-(pyrrolidin-1-yl)pyrazin-2-yl)-1H-pyrazol-4-yl)ethyl)pyridin-2(1H)-one ClC1=CC(N(C=C1)C(C)C=1C=NN(C1)C1=NC(=CN=C1)N1CCCC1)=O